NC=1C2=C(N=CN1)N(C=C2C2=CC(=C(C=C2)NC(=O)NC2=CC(=C(C=C2)CN2CCOCC2)C(F)(F)F)F)C2CC2 1-(4-(4-AMINO-7-CYCLOPROPYL-7H-PYRROLO[2,3-D]PYRIMIDIN-5-YL)-2-FLUOROPHENYL)-3-(4-(MORPHOLINOMETHYL)-3-(TRIFLUOROMETHYL)PHENYL)UREA